C(C)OC(=O)C1C(C1)C1=NC=C(C=C1)NCC1=C(C=C(C(=C1)Br)F)F 2-[5-(5-bromo-2,4-difluoro-benzylamino)-pyridin-2-yl]-cyclopropanecarboxylic acid ethyl ester